BrC=1N=C(C(N(C1C1=CC=CC=C1)CC(=O)OCC1=CC=CC=C1)=O)N1CCCC1 benzyl 2-(5-bromo-2-oxo-6-phenyl-3-(pyrrolidin-1-yl)pyrazin-1(2H)-yl)acetate